P(=O)(O)(O)OC[C@@H]1[C@H]([C@H](C(O1)C=1NC(=C(N1)C(=O)N)NC=O)O)O 5-phosphoribosyl-5-formamido-4-imidazolecarboxamide